4-bromo-3-(difluoromethyl)pyrazolo[1,5-a]pyridine-5-carboxylate BrC=1C=2N(C=CC1C(=O)[O-])N=CC2C(F)F